NC=1C2=C(N=CN1)N(C(=C2C2=CC=C(C=C2)OC2=NC=CC=N2)C2=CCC1(CN(C1)C(=O)OC(C)(C)C)CC2)C tert-butyl 7-(4-amino-7-methyl-5-(4-(pyrimidin-2-yloxy)-phenyl)-7H-pyrrolo[2,3-d]pyrimidin-6-yl)-2-azaspiro[3.5]non-6-ene-2-carboxylate